O=C1N(CCC(N1)=O)C=1C=C(C(=O)O)C=CC1OC(F)(F)F 3-(2,4-dioxotetrahydropyrimidin-1(2H)-yl)-4-(trifluoromethoxy)benzoic acid